C(C1CO1)OCCOC=1C=C(C=CC1OCCOCC1CO1)C1(C2=CC=CC=C2C=2C=CC=CC12)C1=CC(=C(C=C1)OCCOCC1CO1)OCCOCC1CO1 9,9-bis[3,4-bis(2-glycidoxyethoxy)phenyl]fluorene